(2R,3S,4R,5R)-5-cyano-4-hydroxy-5-(4-(3-isopropylureido)pyrrolo[2,1-f][1,2,4]triazin-7-yl)-2-((2-phenylacetoxy)methyl)tetrahydrofuran-3-yl (S)-2-amino-3,3-dimethylbutanoate N[C@H](C(=O)O[C@@H]1[C@H](O[C@]([C@@H]1O)(C1=CC=C2C(=NC=NN21)NC(=O)NC(C)C)C#N)COC(CC2=CC=CC=C2)=O)C(C)(C)C